(5'S,7a'R)-5'-(3,5-difluorophenyl)-1-[(3-methylphenyl)methyl]tetrahydro-3'H-spiro[piperidine-4,2'-pyrrolo[2,1-b][1,3]oxazol]-3'-one FC=1C=C(C=C(C1)F)[C@@H]1CC[C@H]2OC3(C(N21)=O)CCN(CC3)CC3=CC(=CC=C3)C